5-(9H-fluorene-1-carboxamido)-1-phenyl-1H-pyrazole-3-carboxylic acid C1(=CC=CC=2C3=CC=CC=C3CC12)C(=O)NC1=CC(=NN1C1=CC=CC=C1)C(=O)O